2-((6-chloropyridazin-3-yl)oxy)benzonitrile ClC1=CC=C(N=N1)OC1=C(C#N)C=CC=C1